3-(3,3-difluorocyclobutyloxy)-4-(1-methyl-1H-1,2,4-triazol-3-yl)aniline FC1(CC(C1)OC=1C=C(N)C=CC1C1=NN(C=N1)C)F